(S)-6-(4-chlorophenyl)-N-(1-(3-fluoro-4-cyanophenyl)ethyl)-2-(1-methyl-1H-pyrazol-4-yl)pyrimidine-4-formamide ClC1=CC=C(C=C1)C1=CC(=NC(=N1)C=1C=NN(C1)C)C(=O)N[C@@H](C)C1=CC(=C(C=C1)C#N)F